COC1=C(C(=C(C=C1)S(=O)(=O)NC1=C(C=CC=C1)C#CC=1C=CC=NC1)C)C 5-{2-[2-(4-Methoxy-2,3-dimethylbenzensulfonamido)phenyl]ethynyl}pyridin